4-[(4,4-difluorocyclohexyl)methyl]-3-[(3-methoxyphenyl)methyl]-4,5-dihydro-1,2,4-oxadiazol-5-one FC1(CCC(CC1)CN1C(=NOC1=O)CC1=CC(=CC=C1)OC)F